C(#N)C[C@H]1C[C@H](NC1)CONC(=O)[C@H]1N2C(N([C@H](CC1)C2)OS(=O)(=O)O)=O (2S,5R)-N-{[(2S,4R)-4-Cyanomethyl-pyrrolidin-2-yl]methyloxy}-7-oxo-6-(sulfooxy)-1,6-diazabicyclo[3.2.1]octane-2-carboxamide